C(C1=CC=CC=C1)O[C@@H](C(=O)F)[C@@H](OCC1=CC=CC=C1)[C@H](OCC1=CC=CC=C1)CO 2,3,4-tri-O-benzyl-1-fluoro-xylose